C(CCC)C(CO)C(CC)O 2-butyl-1,3-pentanediol